6-methoxy-1-methyl-5-(3-(pyrrolidin-1-yl)propoxy)-N-(2,2,2-trifluoroethyl)-1H-benzo[d]imidazol-2-amine COC=1C(=CC2=C(N(C(=N2)NCC(F)(F)F)C)C1)OCCCN1CCCC1